C(C)(C)N1CC(C1)[C@@H](C)NC(=O)C1=CC2=CC=CC(=C2C=C1)C1=CC=C(C=C1)C(F)(F)F N-[(1R)-1-(1-isopropylazetidin-3-yl)ethyl]-5-[4-(trifluoromethyl)phenyl]naphthalene-2-carboxamide